N-(5-(5-((1-benzyl-3-cyanopyrrolidin-3-yl)methoxy)-2-methylpyridin-4-yl)pyrazolo[1,5-a]pyridin-2-yl)cyclopropanecarboxamide C(C1=CC=CC=C1)N1CC(CC1)(C#N)COC=1C(=CC(=NC1)C)C1=CC=2N(C=C1)N=C(C2)NC(=O)C2CC2